O1CC(CC1)C(=O)NC1=CC(=NC=N1)NC(OC(C)(C)C)=O tert-butyl (6-(tetrahydrofuran-3-carboxamido)pyrimidin-4-yl)carbamate